N1C=CC2=CC=C(C=C12)NC(=O)NCC=1C=CC2=C(OCCN2C2=CC=CC=C2)C1 1-(1H-indol-6-yl)-3-((4-phenyl-3,4-dihydro-2H-benzo[b][1,4]oxazin-7-yl)methyl)urea